ClC1=C2C=CC=NC2=C(C(=C1)CNCC1=C(C=CC=C1)F)O 5-Chloro-7-({[(2-fluorophenyl)methyl]amino}methyl)chinolin-8-ol